C(C1=CC=CC=C1)OC(=O)N(CC(CCCC[C@](C(=O)O)(C)C1=CC(=CC=C1)I)(C)C)C (R)-8-(((benzyloxy)carbonyl)(methyl)amino)-2-(3-iodophenyl)-2,7,7-trimethyloctanoic acid